[Na].FC(C(C(C(C(C(C(F)(F)F)(F)F)(F)F)(F)F)(F)F)(F)F)(F)F perfluoroheptane sodium